C(C1=CC=CC=C1)O[C@H]([C@H](CO)NC(=O)[C@@]1(C[C@H](CC1)NS(=O)(=O)C)CC1=CC(=C(C=C1)F)Br)C (1R,3S)-N-((2S,3S)-3-(benzyloxy)-1-hydroxybutan-2-yl)-1-(3-bromo-4-fluorobenzyl)-3-(methylsulfonamido)cyclopentane-1-carboxamide